C[Si](C)(C)N(C=1C=C(C=CC1)[Mg]Cl)[Si](C)(C)C 3-bis(trimethylsilyl)aminophenyl-magnesium chloride